(R)-3-(5-(2-Benzyl-4-(methylsulfonyl)piperazin-1-yl)-6-fluoro-3-methyl-1H-pyrazolo[4,3-b]pyridin-1-yl)-2,6-difluoro-5-(trifluoromethyl)phenol C(C1=CC=CC=C1)[C@H]1N(CCN(C1)S(=O)(=O)C)C1=C(C=C2C(=N1)C(=NN2C=2C(=C(C(=C(C2)C(F)(F)F)F)O)F)C)F